O=C1C(=C(C1=O)NC1=C(C(=NC=C1)C(=O)N(C)C(C)C)O)NC1C(CCC2=C1N=C(S2)C)(C)C 4-((3,4-dioxo-2-((2,5,5-trimethyl-4,5,6,7-tetrahydrobenzo[d]thiazol-4-yl)amino)cyclobut-1-en-1-yl)amino)-3-hydroxy-N-isopropyl-N-methylpicolinamide